(S)-1-(2-methoxypropyl)-N-((6-methyl-5-(pyrazolo[1,5-a]pyridin-5-yl)-2,3-dihydro-1H-inden-4-yl)carbamoyl)-1H-pyrazole-3-sulfonamide CO[C@H](CN1N=C(C=C1)S(=O)(=O)NC(NC1=C2CCCC2=CC(=C1C1=CC=2N(C=C1)N=CC2)C)=O)C